(1H-[1,2,3]triazolo[4,5-c]pyridin-1-yl)(4-(bis(4H-benzo[d][1,3]dioxin-6-yl)methyl)piperazin-1-yl)methanone N1(N=NC=2C=NC=CC21)C(=O)N2CCN(CC2)C(C2=CC1=C(OCOC1)C=C2)C2=CC1=C(OCOC1)C=C2